ClC=1C(=C(C=CC1)C1C(C2=C(C=3C=CN(C3C=C2)S(=O)(=O)C2=CC=C(C)C=C2)CCC1)=O)C 7-(3-Chloro-2-methylphenyl)-3-tosyl-7,8,9,10-tetrahydrocyclohepta[e]indol-6(3H)-one